C(#N)C=C1CC(C1)(C1=NN=CN1C)C=1C=C(C=CC1)N1CC2=C(C=C(C=C2C1=O)CN(C(OC(C)(C)C)=O)C1(CCC1)C)C(F)(F)F tert-butyl ((2-(3-(3-(cyanomethylene)-1-(4-methyl-4H-1,2,4-triazol-3-yl)cyclobutyl)phenyl)-3-oxo-7-(trifluoromethyl)isoindolin-5-yl)methyl)(1-methylcyclobutyl)carbamate